(R)-2-o-fluorophenyl-1,5-pentanediol FC1=C(C=CC=C1)[C@H](CO)CCCO